NC=1C2=C(N=CN1)N(C=C2)[C@@H]2[C@@H]1[C@]([C@@H]3[C@H]2OC(O3)(C)C)(C1)CCC1=CC=C3C=CC(=NC3=C1)NC(C)C 7-(2-((3aR,3bR,4aS,5R,5aS)-5-(4-Amino-7H-pyrrolo[2,3-d]pyrimidin-7-yl)-2,2-dimethyltetrahydrocyclopropa[3,4]cyclopenta[1,2-d][1,3]dioxol-3b(3aH)-yl)ethyl)-N-isopropylquinolin-2-amine